CC1(COCC(O1)=O)C 6,6-dimethyl-1,4-dioxan-2-one